S1C2=C(C=C1CN1CCN(CC1)C(=O)N1N=C(C=C1)NS(=O)(=O)C)C=CC=C2 N-(1-(4-(Benzo[b]thiophen-2-ylmethyl)piperazine-1-carbonyl)-1H-pyrazol-3-yl)methanesulfonamide